5-[2-[(5-Chloro-2-pyridyl)oxy]-6-methylphenyl]-3-(difluoromethyl)isoxazole ClC=1C=CC(=NC1)OC1=C(C(=CC=C1)C)C1=CC(=NO1)C(F)F